(S)-N-((7-(1,2-Dihydroxyethyl)-4-(4-(trifluoromethoxy)phenyl)benzo[d]oxazol-6-yl)methyl)acrylamide O[C@H](CO)C1=C(C=C(C=2N=COC21)C2=CC=C(C=C2)OC(F)(F)F)CNC(C=C)=O